C1=CC=C2C(=C1)C(=CN2)C(=O)OC3=CC=C(C=C3)C(=O)N[C@H](CCCN=C(N)N)C(=O)O The molecule is a D-arginine derivative, a N-acyl-D-amino acid, a heteroarenecarboxylate ester, a member of indoles and a member of guanidines. It has a role as a metabolite.